(S)-N-(1,1-bis(3,4-dimethoxyphenyl)prop-1-en-2-yl)-2-(8-methoxy-2,4-dioxo-2H-pyrido[2,3-e][1,3]oxazin-3(4H)-yl)propanamide COC=1C=C(C=CC1OC)C(=C(C)NC([C@H](C)N1C(OC2=C(C1=O)N=CC=C2OC)=O)=O)C2=CC(=C(C=C2)OC)OC